NC=1C(=C(C2=C(CC(O2)(C)C)C1)C#N)N1CC2(CCC1)CCN(CC2)CCOC 5-amino-6-(9-(2-methoxyethyl)-2,9-diazaspiro[5.5]undec-2-yl)-2,2-dimethyl-2,3-dihydrobenzofuran-7-carbonitrile